Cl.NC(C(=O)NC=1C=CC(=C(C(=O)NCC2=CC(=CC=C2)C=2SC=CN2)C1)N(C)C)C 5-(2-aminopropionylamino)-2-(dimethylamino)-N-(3-(thiazol-2-yl)benzyl)benzamide hydrochloride